C1(CCCCCCC1)OCCOCCOCCOCCOCCO pentaethylene glycol monocyclooctyl ether